(2H-Tetrazol-5-yl)aniline N=1NN=NC1NC1=CC=CC=C1